(S)-1-((3-fluoro-2-methylpyridin-4-yl)methyl)-3,4-dimethyl-2-oxo-N-(2,4,6-trifluorobenzyl)-1,2,3,4-tetrahydroquinazoline-7-carboxamide FC=1C(=NC=CC1CN1C(N([C@H](C2=CC=C(C=C12)C(=O)NCC1=C(C=C(C=C1F)F)F)C)C)=O)C